C(C)(C)C1=NOC(=N1)C=1C(=NC(=NC1)NC1=CC(=C(C=C1)S(=O)(=O)C)C)N[C@H](CO)C1=CC=CC=C1 (2S)-2-[[5-(3-isopropyl-1,2,4-oxadiazol-5-yl)-2-(3-methyl-4-methylsulfonyl-anilino)pyrimidin-4-yl]amino]-2-phenyl-ethanol